CON(C(=O)C1CC2(CN(C2)C(=O)OC(C)(C)C)C1)C Tert-butyl 6-(methoxy (methyl)carbamoyl)-2-azaspiro[3.3]heptane-2-carboxylate